ethyl-(E)-4-(2-(2-aminothiazol-4-yl)vinyl)-1-isopropyl-1H-imidazole C(C)C=1N(C=C(N1)\C=C\C=1N=C(SC1)N)C(C)C